COC(CC[C@H]1C=2N(C3=C(C(=N1)C1=NC=CC=C1)C=C(C=C3)Br)C(=CN2)C)=O 3-[(4S)-8-bromo-1-methyl-6-(pyridin-2-yl)-4H-imidazo[1,2-a][1,4]benzodiazepin-4-yl]-propionic acid methyl ester